BrC=1C=C2C(=NN(C2=CC1Cl)C1OCCCC1)CCCO 3-(5-bromo-6-chloro-1-(tetrahydro-2H-pyran-2-yl)-1H-indazol-3-yl)propan-1-ol